5-(7,8-dimethyl-[1,2,4]triazolo[1,5-a]pyridin-6-yl)-6-isopropyl-2-(4-(3-methoxyazetidin-1-yl)cyclohexyl)-4H-pyrrolo[3,2-d]thiazole CC1=C(C=2N(C=C1C1=C(C=3N=C(SC3N1)C1CCC(CC1)N1CC(C1)OC)C(C)C)N=CN2)C